methyl 2-[6-acetyl-1-(cyclopropylmethyl)pyrrolo[2,3-b]pyridin-2-yl]-5-methoxy-3-methyl-imidazo[1,2-a]pyridine-7-carboxylate C(C)(=O)C1=CC=C2C(=N1)N(C(=C2)C=2N=C1N(C(=CC(=C1)C(=O)OC)OC)C2C)CC2CC2